Cl.Cl.CC1=C(C2=C(N=N1)SC1=C2N=CN=C1N1C[C@H](CC1)OC1=NC=CC=C1)C 3,4-dimethyl-8-[(3S)-3-(2-pyridyloxy)pyrrolidin-1-yl]pyrimido[4',5':4,5]thieno[2,3-c]pyridazine dihydrochloride